CN1C=NC2=C1C=C(C=C2)C(CC(C(=O)OC)=O)=O Methyl 4-(1-methyl-1H-1,3-benzodiazol-6-yl)-2,4-dioxobutanoate